N1([C@H]2[C@@H](CC1)CNC2)C2=CC=CC(=N2)NC=2C1=C(C(=NC2)C2=C3C(=NC=C2)N(C=C3)C)CNC1=O 7-((6-((3aS,6aS)-hexahydropyrrolo[3,4-b]pyrrol-1(2H)-yl)pyridin-2-yl)amino)-4-(1-methyl-1H-pyrrolo[2,3-b]pyridin-4-yl)-2,3-dihydro-1H-pyrrolo[3,4-c]pyridin-1-one